C1(=CC=CC=C1)CC(=O)NC1=NC(=C2N=CN(C2=N1)[C@@H]1O[C@@H](CN(C1)C(C1=CC=CC=C1)(C1=CC=CC=C1)C1=CC=CC=C1)CP([O-])([O-])=O)OCC1=CC=C(C=C1)OC(C(C)(C)C)=O.[NH+]12CCCCCC2=NCCC1.[NH+]12CCCCCC2=NCCC1 1,8-diazabicyclo(5.4.0)-7-undecenium ((2S,6R)-6-(2-(2-phenylacetamido)-6-((4-(pivaloyloxy)benzyl)oxy)-9H-purin-9-yl)-4-tritylmorpholin-2-yl)methylphosphonate